3-Cyclobutyl-2-((diphenylmethylene)amino)propanoic acid tert-butyl ester C(C)(C)(C)OC(C(CC1CCC1)N=C(C1=CC=CC=C1)C1=CC=CC=C1)=O